butane-1,4-diamine carbamate hydrochloride Cl.C(N)(O)=O.C(CCCN)N